NC=1C=2N(C=C(N1)C1=CC(=CC=C1)S(=O)(=O)C)C(=CN2)C=2C=C(C=CC2C)S(=O)(=O)N[C@@H]2CC[C@H](CC2)O 3-{8-Amino-6-[3-(methylsulfonyl)phenyl]imidazo[1,2-a]pyrazin-3-yl}-N-(trans-4-hydroxycyclohexyl)-4-methylbenzenesulfonamide